3-[(Z)-2-fluoro-2-{5-[(morpholin-4-yl)methyl]pyridin-3-yl}vinyl]-N-[(1S,2S)-2-hydroxycyclohexyl]-4-methylbenzamide F\C(=C/C=1C=C(C(=O)N[C@@H]2[C@H](CCCC2)O)C=CC1C)\C=1C=NC=C(C1)CN1CCOCC1